(7-chloro-1-(2-methoxyethyl)-1H-pyrazolo[4,3-b]pyridin-3-yl)isonicotinonitrile ClC1=C2C(=NC=C1)C(=NN2CCOC)C2=C(C#N)C=CN=C2